[N+](=O)([O-])[C@H]1[C@@H](C1)C=1C=C2CCN(C2=CC1)S(=O)(=O)C1=CC=CC=C1 trans-5-(2-Nitrocyclopropyl)-1-(phenylsulfonyl)indoline